FC([C@@H]1CCCNC1)(F)F (3S,5R)-5-(trifluoromethyl)piperidine